FC1([C@@]2(C1)CN1C(CO2)=C(C(=N1)C1=NC=C(C=C1)F)C1=C2C(=NC=C1F)NN=C2)F (R)-1',1'-Difluoro-3-(5-fluoro-1H-pyrazolo[3,4-b]pyridin-4-yl)-2-(5-fluoro-2-pyridyl)spiro[4,7-dihydropyrazolo[5,1-c][1,4]oxazine-6,2'-cyclopropane]